N1(CCCC1)C1CCN(CC1)CC1=CC=C(C=C1)C=1C=CC2=C(NC=N2)C1 6-(4-((4-(pyrrolidin-1-yl)piperidin-1-yl)methyl)phenyl)-1H-benzo[d]imidazole